C(C)(C)(C)OC(=O)NCC1=CC=C(CNC2=C(C=NC3=CC=CC=C23)NC(COC(C)=O)=O)C=C1 Acetic acid 2-((4-((4-(((tert-butoxycarbonyl) amino) methyl) benzyl) amino) quinolin-3-yl) amino)-2-oxoethyl ester